COC(C1=CC(=C(C=C1)CN1C2=NC(=NC(=C2N=C1OC)N)OCCCC)OC)=O Methyl-4-((6-amino-2-butoxy-8-methoxy-9H-purin-9-yl)methyl)-3-methoxy-benzoate